N1=C(C=CC2=CC=CC=C12)C[C@H](N)C(=O)O 3-(2-quinolyl)-L-alanine